1-(cyclohexylmethyl)-4-(hydroxymethyl)-N-(3-(methylsulfonyl)phenyl)-1H-pyrazole-5-carboxamide C1(CCCCC1)CN1N=CC(=C1C(=O)NC1=CC(=CC=C1)S(=O)(=O)C)CO